C1=NC2=C(N1[C@H]3[C@@H]([C@@H]([C@H](O3)COP(=O)(O)O[C@@H]4[C@H](O[C@H]([C@@H]4O)N5C=NC6=C5N=C(NC6=O)N)COP(=O)(O)O[C@@H]7[C@H](O[C@H]([C@@H]7O)N8C=NC9=C8N=C(NC9=O)N)COP(=O)(O)O)O)O)N=C(NC2=O)N The molecule is a polynucleotide comprised of guanosine units connected via 3'->5' phosphodiester linkages. It contains a GMP 3'-end residue, a GMP 5'-end residue and a guanosine 5'-monophosphate residue.